3-(5-AMINO-1-OXOISOINDOLIN-2-YL)-PIPERIDIN-2,6-DION NC=1C=C2CN(C(C2=CC1)=O)C1C(NC(CC1)=O)=O